2-(3-((S)-(4-methyl-4H-1,2,4-triazol-3-yl)((R)-tetrahydrofuran-3-yl)methyl)phenyl)-6-(((1-methylcyclobutyl)amino)methyl)-4-(trifluoromethyl)isoindolin-1-one CN1C(=NN=C1)[C@H](C=1C=C(C=CC1)N1C(C2=CC(=CC(=C2C1)C(F)(F)F)CNC1(CCC1)C)=O)[C@@H]1COCC1